ClC1=C(C=C2C(=NC(NC2=C1I)=O)N1C[C@@H](N([C@@H](C1)C)C(=O)OC(C)(C)C)C)C(F)(F)F tert-butyl (2S,6R)-4-(7-chloro-8-iodo-2-oxo-6-(trifluoromethyl)-1,2-dihydroquinazolin-4-yl)-2,6-dimethylpiperazine-1-carboxylate